[Si](C)(C)(C(C)(C)C)O[C@H]1[C@@H](CC(C1)(C)C)C(=O)OC methyl (1R,2R)-2-((tert-butyldimethylsilyl) oxy)-4,4-dimethylcyclopentane-1-carboxylate